C(C)C1(NC(=NC(=C1)C)NC1=CC2=C(NC(=N2)C2=CC=CC=C2)C=C1)N 4-ethyl-6-methyl-N2-(2-phenyl-1H-benzo[d]imidazol-5-yl)pyrimidine-2,4-diamine